CN1N=C(C=C1)C1=NN2C(=NC=3C=CC=CC3C2=N1)N[C@H]1C(NCCNC1)=O (6R)-6-{[2-(1-methyl-1H-pyrazol-3-yl)[1,2,4]triazolo[1,5-c]quinazolin-5-yl]amino}-1,4-diazacycloheptan-5-one